O1CC(=CC2=C1C=CC=C2)C(NC(CCCC)=O)C2=CC(=C1C=CC=NC1=C2O)[N+](=O)[O-] N-[(2H-benzopyran-3-yl)(8-hydroxy-5-nitroquinolin-7-yl)methyl]pentanamide